C(C(C)C)C1=CC=C(C=C1)C(C)C1=NC(=NO1)C1=CC(=C(C=C1)C)[N+](=O)[O-] 5-(1-(4-isobutylphenyl)ethyl)-3-(4-methyl-3-nitrophenyl)-1,2,4-oxadiazole